C(C)N(CC(CC(C(C)C)N1CC2(C1)CN(CC2)C=2N=CN=NC2OC2=C(C(=O)N(C(C)C)CC)C=C(C=C2)F)O)CC 2-((5-(2-((3x-S,5x-S)-6-(diethylamino)-5-hydroxy-2-methylhexan-3-yl)-2,6-diazaspiro[3.4]oct-6-yl)-1,2,4-triazin-6-yl)oxy)-N-ethyl-5-fluoro-N-isopropylbenzamide